2-Oxo-3H-1,3-benzoxazole-5-carboxylic acid methyl ester COC(=O)C=1C=CC2=C(NC(O2)=O)C1